ClC1=NC=C(C(=N1)OC1=NC=2C=CC3=C(C2N=C1)C1=C(S3)C(N[C@@H](CN1)C)=O)CN1C(C3(CNC3)CC1)=O (R)-3-((2-chloro-5-((5-oxo-2,6-diazaspiro[3.4]octan-6-yl)methyl)pyrimidin-4-yl)oxy)-10-methyl-9,10,11,12-tetrahydro-8H-[1,4]diazepino[5',6':4,5]thieno[3,2-f]quinoxalin-8-one